C(C)C1=NOC2=C1C=C(C(=C2)OC)C=2C(=C(C=CC2OC)S(=O)(=O)N)OC (3-Ethyl-6-methoxybenzo[d]isoxazol-5-yl)-2,4-dimethoxybenzenesulfonamide